N-bromopropylene-bis(2-amino-5-mercapto-1,3,4-thiadiazole) BrN1C(S(C(=N1)S)CC(C)S1C(=NN=C1S)N)N